FC=1C=C(C=C(C1)F)N1C(O[C@](C1)(C)C(=O)N[C@H]1CC=C(C1)C(=O)OCC(F)(F)F)=O 2,2,2-trifluoroethyl (4S)-4-[[[(5S)-3-(3,5-difluorophenyl)-5-methyl-2-oxo-5-oxazolidinyl]carbonyl]amino]-1-cyclopentene-1-carboxylate